(biphenylyl)dibenzofuranyl[phenyl(biphenylyl)triazinyl]biphenyl C1(=C(C=CC=C1)C1=C(C(=C(C=C1)C1=CC=CC=C1)C1=NN=NC(=C1C1=C(C=CC=C1)C1=CC=CC=C1)C1=CC=CC=C1)C1=CC=CC=2OC3=C(C21)C=CC=C3)C3=CC=CC=C3